N-((1s,4s)-4-((7-morpholino-1,6-naphthyridin-5-yl)oxy)cyclohexyl)pyridin-3-amine O1CCN(CC1)C1=NC(=C2C=CC=NC2=C1)OC1CCC(CC1)NC=1C=NC=CC1